FC1=C2C=CNC2=CC(=C1OC=1C=CC(=C(C1)C=1NC=C(N1)[C@H]1CCOC2=C(C=CC=C12)CC(=O)O)F)F 2-[(4S)-4-[2-[5-[(4,6-difluoro-1H-indol-5-yl)oxy]-2-fluoro-phenyl]-1H-imidazol-4-yl]chroman-8-yl]acetic acid